O1CC(C1)C1=NC2=CC=CC=C2C=N1 2-(oxetan-3-yl)quinazolin